[N+](=O)([O-])C=1C=C(COC([C@H]2NCCC2)=O)C=C(C1)[N+](=O)[O-] L-proline-3,5-dinitrobenzyl ester